BrC(C)C1=C(C=C(C(=C1)F)[N+](=O)[O-])Cl 1-(1-bromoethyl)-2-chloro-5-fluoro-4-nitrobenzene